1-[3-(oxetan-3-ylmethoxy)phenyl]ethan-1-one O1CC(C1)COC=1C=C(C=CC1)C(C)=O